4-(3-Chloroanilino)-6'-(3-methoxyphenyl)-2'-[(2R)-2-methyl-3-{[(5R)-5-methyl-5,6,7,8-tetrahydroquinolin-4-yl]oxy}propyl]-2',3'-dihydrospiro[cyclohexane-1,1'-indene]-4-carboxylic acid ClC=1C=C(NC2(CCC3(C(CC4=CC=C(C=C34)C3=CC(=CC=C3)OC)C[C@H](COC3=CC=NC=4CCC[C@H](C34)C)C)CC2)C(=O)O)C=CC1